O[C@H]1[C@H](C[C@@H]2CC[C@H]3[C@@H]4CC[C@H](C(C)=O)[C@]4(CC[C@@H]3[C@]2(C1)C)C)O 2α,3α-dihydroxy-5α-pregnan-20-one